C(C1=CC=CC=C1)O[C@H]1[C@@H](O[C@@H]([C@H]1OCC1=CC=CC=C1)COCC1=CC=CC=C1)C1=CC(=C2C(=NC(=NN21)Cl)NC2CCCC2)F 7-((2S,3S,4R,5R)-3,4-bis(benzyloxy)-5-((benzyloxy)methyl)tetrahydrofuran-2-yl)-2-chloro-N-cyclopentyl-5-fluoropyrrolo[2,1-f][1,2,4]triazin-4-amine